((2E,4E)-10-phenyldeca-2,4-dienoyl)-L-threonine C1(=CC=CC=C1)CCCCC/C=C/C=C/C(=O)N[C@@H]([C@H](O)C)C(=O)O